1-(5-ethoxy-3-pyridinyl)-3,3-dimethyl-N-(3-methyl-1,1-dioxo-thietan-3-yl)-2-oxo-indoline-5-carboxamide C(C)OC=1C=C(C=NC1)N1C(C(C2=CC(=CC=C12)C(=O)NC1(CS(C1)(=O)=O)C)(C)C)=O